IC1=NC=C(N=C1OC)CC(C)C 2-iodo-3-methoxy-5-isobutyl-pyrazine